Tribehenyl citrate (Tribehenyl citrate) C(CCCCCCCCCCCCCCCCCCCCC)C(C(C(C(=O)O)(CCCCCCCCCCCCCCCCCCCCCC)CCCCCCCCCCCCCCCCCCCCCC)(O)C(=O)O)C(=O)O.C(CC(O)(C(=O)OCCCCCCCCCCCCCCCCCCCCCC)CC(=O)OCCCCCCCCCCCCCCCCCCCCCC)(=O)OCCCCCCCCCCCCCCCCCCCCCC